N-(4-bromopyridin-2-yl)-2-{5-methyl-2,5-diazabicyclo[2.2.1]heptan-2-yl}acetamide BrC1=CC(=NC=C1)NC(CN1C2CN(C(C1)C2)C)=O